COC1=CC=C(C=C1)C1=CC=C(C=C1)OC1=CC=CC=C1 4-methoxy-4'-phenoxy-1,1'-biphenyl